OC=1C=C(C=CC1)C=1C=C(SC1)C(=O)NC1=CC(=CC=C1)NS(=O)(=O)C 4-(3-hydroxyphenyl)-N-(3-(methylsulfonamido)phenyl)thiophene-2-carboxamide